2,4-dioxo-1,3,8-triaza-8-spiro[4.5]decanecarboxylate O=C1NC2(C(N1)=O)CCN(CC2)C(=O)[O-]